β-propylene oxalate C1(C(=O)OC(CO1)C)=O